2-((3,5-difluoro-4-((2-(trifluoromethyl)pyrid-4-yl)oxy)benzyl)oxy)-7a-ethyl-6,7,7a,8,9,10-hexahydro-4H-pyrimido[1,6-a]pyrrolo[1,2-c]pyrimidine-4-one FC=1C=C(COC2=NC(N3C(N4C(CC3)(CCC4)CC)=C2)=O)C=C(C1OC1=CC(=NC=C1)C(F)(F)F)F